The molecule is an unsaturated fatty acyl-CoA that results from the formal condensation of the thiol group of coenzyme A with the carboxy group of (10Z,13Z,16Z,19Z,22Z,25Z)-octacosahexaenoic acid. It is an unsaturated fatty acyl-CoA and an ultra-long-chain fatty acyl-CoA. It is a conjugate acid of a (10Z,13Z,16Z,19Z,22Z,25Z)-octacosahexaenoyl-CoA(4-). CC/C=C\\C/C=C\\C/C=C\\C/C=C\\C/C=C\\C/C=C\\CCCCCCCCC(=O)SCCNC(=O)CCNC(=O)[C@@H](C(C)(C)COP(=O)(O)OP(=O)(O)OC[C@@H]1[C@H]([C@H]([C@@H](O1)N2C=NC3=C(N=CN=C32)N)O)OP(=O)(O)O)O